C1=CC(=CC=2C3=CC=CC=C3C3(C12)C1=CC=CC=C1C=1C=CC=CC13)N1C3=CC=CC=C3C=3C=C(C=CC13)C=1C=CC=3N(C2=CC=CC=C2C3C1)C1=CC=CC=C1 9-(9,9'-Spirobifluoren-3-yl)-9'-phenyl-3,3'-bicarbazole